C1(=CC(=CC2=CC=CC=C12)C1=CC=C(C=C1)NC1=CC=C(C=C1)C1=CC=CC=C1)C1=CC=CC2=CC=CC=C12 (4-[1,1']binaphthyl-3-yl-phenyl)-biphenyl-4-yl-amine